COC=1C=C(C=C(C1)OC)C=1CC2=CC=CC=C2C1 2-(3,5-Dimethoxyphenyl)-1H-indene